OC1=CC=C(C=C1)C(CCCCCCC)C1=CC=C(C=C1)O 1,1-bis(4-hydroxyphenyl)octane